(6-((4-chloro-2-methoxybenzyl)oxy)pyridin-2-yl)piperidine-1-carboxylic acid tert-butyl ester C(C)(C)(C)OC(=O)N1C(CCCC1)C1=NC(=CC=C1)OCC1=C(C=C(C=C1)Cl)OC